CC=1C(=C(C(=C(C1)P([O-])([O-])=O)C(C1=CC=CC=C1)=O)C)C trimethylbenzoyl-phenylphosphonate